NCC1=C2C=CN(C2=CC=C1)C(=O)OC(C)(C)C tert-butyl 4-(aminomethyl)-1H-indole-1-carboxylate